The molecule is a 3-hydroxy monocarboxylic acid that is propionic acid in which one of the hydrogens at position 2 is substituted by a phenyl group, and one of the methyl hydrogens is substituted by a hydroxy group. It has a role as a human xenobiotic metabolite. It derives from a propionic acid and a hydratropic acid. It is a conjugate acid of a tropate. C1=CC=C(C=C1)C(CO)C(=O)O